1,4-dimethyl-1,5-pentanediol CC(CCC(CO)C)O